C(CCOCCOCCOCCOCCOCCOCCOCCOCCOCCOCCC(=O)OC1=C(C(=CC(=C1F)F)F)F)(=O)OC1=C(C(=CC(=C1F)F)F)F Bis(2,3,5,6-tetrafluorophenyl) 4,7,10,13,16,19,22,25,28,31-decaoxatetratriacontanedioate